5,6,7-trimethoxy-4-methyl-2H-chromen-2-one COC1=C2C(=CC(OC2=CC(=C1OC)OC)=O)C